methyl N-[5-[6-[4-(4-fluoro-3-methoxy-phenyl)-5-methyl-1,2,4-triazol-3-yl]-8-methyl-imidazo[1,2-a]pyridin-3-yl]-2-pyridyl]carbamate FC1=C(C=C(C=C1)N1C(=NN=C1C)C=1C=C(C=2N(C1)C(=CN2)C=2C=CC(=NC2)NC(OC)=O)C)OC